C1=C2NC(=N1)O2 epoxy-Imidazole